(+-)-5-chloro-7-(pyrrolidin-1-yl)-1-(tetrahydrofuran-3-yl)-1H-pyrazolo[4,3-b]pyridine ClC1=CC(=C2C(=N1)C=NN2[C@H]2COCC2)N2CCCC2 |r|